4-bromo-N-methyl-1H-imidazo[4,5-f]isoquinolin-8-amine BrC1=C2C(=C3C=C(N=CC3=C1)NC)NC=N2